FC=1C(=C(C=C(C1)C1=CN=C2N1C=C(C(=C2)OC)S(=O)(=O)C(CO)(C)C)C(CC)S(=O)(=O)N)OC (3-fluoro-5-(6-((1-hydroxy-2-methylpropan-2-yl)sulfonyl)-7-methoxyimidazo[1,2-a]pyridin-3-yl)-2-methoxyphenyl)propane-1-sulfonamide